2-methyl-4-(((R)-1-(2-methyl-3-(trifluoromethyl)phenyl)ethyl)amino)pyridin CC1=NC=CC(=C1)N[C@H](C)C1=C(C(=CC=C1)C(F)(F)F)C